valyl-N5-carbamoyl-N-[4-(2,5-dioxo-2,5-dihydro-1H-pyrrol-1-yl)phenyl]-L-ornithinamide N[C@@H](C(C)C)C(=O)N[C@@H](CCCNC(N)=O)C(=O)NC1=CC=C(C=C1)N1C(C=CC1=O)=O